FC1=C(C(=CC(=C1)CN1CCC(CC1)OC(C)C)O)N1CC(NS1(=O)=O)=O 5-[2-fluoro-6-hydroxy-4-[(4-isopropoxy-1-piperidinyl)methyl]phenyl]-1,1-dioxo-1,2,5-thiadiazolidin-3-one